[Na].C(CCCCCCCCCCC)(=O)NCCN(CCO)CC(=O)O N-lauroyl-N'-carboxymethyl-N'-hydroxyethyl-ethylenediamine sodium